C(C1=CC=CC=C1)OC(=O)[C@H](C(=O)O)C(C)(C)C (S)-2-((benzyloxy)carbonyl)-3,3-dimethylbutanoic acid